FC=1C=C(CNCCCCOC[C@@H](C)OC2=NC3=C(C4=CN=CC=C24)C=CC(=C3)C(=O)O)C=C(C1OC(F)(F)F)F (R)-5-((1-(4-((3,5-difluoro-4-(trifluoromethoxy)benzyl)amino)butoxy)propan-2-yl)oxy)benzo[c][2,6]naphthyridine-8-carboxylic acid